ClC1=CC(=C(C=C1)C1=NC(=CN2C1=NC(=C(C2=O)C)C)N2C[C@@H](OCC2)C=2C=NNC2)F 9-(4-chloro-2-fluoro-phenyl)-2,3-dimethyl-7-[(2S)-2-(1H-pyrazol-4-yl)morpholin-4-yl]pyrazino[1,2-a]pyrimidin-4-one